C(#N)C[C@@H](C1=CC=C(C=C1)S(=O)(=O)CC)NC(C1=CC=C(C=C1)C1N(CCCC1)CC1=CC=C(C=C1)C(F)(F)F)=O N-((S)-2-cyano-1-(4-(ethylsulfonyl)phenyl)ethyl)-4-(1-(4-(trifluoromethyl)benzyl)piperidin-2-yl)benzamide